(3-bromo-4-(3,3-dimethylpiperazin-1-yl)phenyl)-2-(o-tolylamino)benzamide BrC=1C=C(C=CC1N1CC(NCC1)(C)C)C=1C(=C(C(=O)N)C=CC1)NC1=C(C=CC=C1)C